CN(C=1SC2=C(N1)C=CC=C2)C N,N-dimethyl-benzo[d]thiazol-2-amine